C(#N)C=1C(=NC=C(C1)C(F)(F)F)N1[C@H](CN(CC1)C(=O)OC(C)(C)C)C(=O)OC 1-(T-butyl) 3-methyl (R)-4-(3-cyano-5-(trifluoromethyl)pyridin-2-yl)piperazin-1,3-dicarboxylate